NC(C(=O)O)=CCC 2-aminopentaenoic acid